N1(CCNCC1)C=1N=NC(=CN1)C1=C(C=C(C=C1)C=1C=NNC1)O 2-[3-(piperazin-1-yl)-1,2,4-triazin-6-yl]-5-(1H-pyrazol-4-yl)phenol